hex-4-en-1-yl 2-{[2-(4-hydroxy-1H-indol-3-yl)ethyl](methyl)amino}propanoate OC1=C2C(=CNC2=CC=C1)CCN(C(C(=O)OCCCC=CC)C)C